6-isobutyl-pyrane-2,4-dione C(C(C)C)C1=CC(CC(O1)=O)=O